(1R,5R)-6-benzyl-3,6-diazabicyclo[3.2.2]nonane-3-carboxylic acid benzyl ester C(C1=CC=CC=C1)OC(=O)N1C[C@H]2CN([C@@H](C1)CC2)CC2=CC=CC=C2